propylene glycol monoerucate C(CCCCCCCCCCC\C=C/CCCCCCCC)(=O)O.C(C(C)O)O